(8R,9aR,10S)-10-(bis(3-fluorophenyl)methyl)-4-hydroxy-8-methoxy-8,9,9a,10-tetrahydro-7H-pyrrolo[1',2':4,5]pyrazino[1,2-b]pyridazine-3,5-dione FC=1C=C(C=CC1)C([C@H]1[C@@H]2N(C(C=3N1N=CC(C3O)=O)=O)C[C@@H](C2)OC)C2=CC(=CC=C2)F